tert-butyl methyl(2-{4-[4-({2-[(2H3)methyloxy](2H4)ethyl}oxy)phenyl]piperazin-1-yl}ethyl)carbamate CN(C(OC(C)(C)C)=O)CCN1CCN(CC1)C1=CC=C(C=C1)OC(C(OC([2H])([2H])[2H])([2H])[2H])([2H])[2H]